(E)-3-(4-(2-(4-amino-1-(3-cyano-4-(4-cyano-3-fluorophenyl)-5-(3-hydroxy-4-methoxyphenyl)pyridin-2-yl)piperidin-4-yl)ethyl)phenyl)-N-hydroxyacrylamide formate C(=O)O.NC1(CCN(CC1)C1=NC=C(C(=C1C#N)C1=CC(=C(C=C1)C#N)F)C1=CC(=C(C=C1)OC)O)CCC1=CC=C(C=C1)/C=C/C(=O)NO